4-(6-(6-((6-methoxypyridin-3-yl)methyl)-3,6-diazabicyclo[3.1.1]heptan-3-yl)pyridine-3-yl)-6-(2-(methylsulfonyl)ethoxy)pyrazolo[1,5-a]pyridine-3-carbonitrile COC1=CC=C(C=N1)CN1C2CN(CC1C2)C2=CC=C(C=N2)C=2C=1N(C=C(C2)OCCS(=O)(=O)C)N=CC1C#N